F[C@H]1[C@@H]2CCCC(C[C@H]1N(C=1N=CC(=NC1)C1=C(C=C(C=C1)C=1OC=NN1)O)C)N2 2-(5-{[(1S,2S,3R)-2-fluoro-9-azabicyclo[3.3.1]nonan-3-yl](methyl)amino}pyrazin-2-yl)-5-(1,3,4-oxadiazol-2-yl)phenol